((3-cyanophenyl)amino)-3-((6-fluoro-2-methyl-1,2,3,4-tetrahydroisoquinolin-7-yl)amino)-1,2,4-triazine-6-carboxamide C(#N)C=1C=C(C=CC1)NC=1N=C(N=NC1C(=O)N)NC1=C(C=C2CCN(CC2=C1)C)F